2-((3,4-dimethoxyphenethyl)amino)-5-methyl-8-(tetrahydro-2H-pyran-4-yl)pyrido[2,3-d]pyrimidin-7(8H)-one COC=1C=C(CCNC=2N=CC3=C(N2)N(C(C=C3C)=O)C3CCOCC3)C=CC1OC